6-(3-Aminopiperidin-1-yl)-N-(1H-indol-3-yl)-3,4-dihydroisoquinoline-2(1H)-carboxamide NC1CN(CCC1)C=1C=C2CCN(CC2=CC1)C(=O)NC1=CNC2=CC=CC=C12